C(C)(C)(C)OC(=O)NCC=1C=CC(=C(C(=O)O)C1)N(S(=O)(=O)C)C 5-(((tert-Butoxycarbonyl)amino)methyl)-2-(N-methylmethylsulfonamido)benzoic acid